4-(4-piperidinyl)pyridine N1CCC(CC1)C1=CC=NC=C1